C1=CC(=C(C=C1O)O)C=O The molecule is a dihydroxybenzaldehyde that is resorcinol which has been substituted by a formyl group para to one of the hydroxy groups.